2,5-pyrazinediformic acid dihydrate O.O.N1=C(C=NC(=C1)C(=O)O)C(=O)O